(((4-nitrophenoxy)carbonyl)oxy)(phenyl)methyl pivalate C(C(C)(C)C)(=O)OC(C1=CC=CC=C1)OC(=O)OC1=CC=C(C=C1)[N+](=O)[O-]